C(C)(C)(C)OC(=O)N1C=NC2=C1C=C(C=C2)CC2=CC=C(C=C2)C=O 6-(4-formylbenzyl)-1H-benzo[d]imidazole-1-carboxylic acid tert-butyl ester